O1POCC=C1 (1,3,2)dioxaphosphorin